N4-aminohydroxycytidine NNC1=NC(N([C@]2([C@H](O)[C@H](O)[C@@H](CO)O2)O)C=C1)=O